CC1(OC2=C(C1)C=CC(=C2)S(=O)(=O)Cl)C 2,2-dimethyl-2,3-dihydro-1-benzofuran-6-sulfonyl chloride